tert-butyl ((S)-1-((2S,4R)-4-hydroxy-2-(((R)-2-hydroxy-1-(4-(2-methylpyridin-3-yl)phenyl)ethyl)carbamoyl)pyrrolidin-1-yl)-3-methyl-1-oxobutan-2-yl)carbamate O[C@@H]1C[C@H](N(C1)C([C@H](C(C)C)NC(OC(C)(C)C)=O)=O)C(N[C@@H](CO)C1=CC=C(C=C1)C=1C(=NC=CC1)C)=O